4-(3-methoxyphenyl)-1-(3-((4-methoxyphenyl)sulfonyl)-6-(trifluoromethoxy)quinolin-4-yl)piperidin-4-ol COC=1C=C(C=CC1)C1(CCN(CC1)C1=C(C=NC2=CC=C(C=C12)OC(F)(F)F)S(=O)(=O)C1=CC=C(C=C1)OC)O